FC(OC1=C(C=C(C=C1)S(=O)(=O)C(CF)CF)C1=NN(C=C1NC(=O)C=1C=NN2C1N=CC=C2)C)F N-[3-[2-(difluoromethoxy)-5-[2-fluoro-1-(fluoromethyl)ethyl]sulfonyl-phenyl]-1-methyl-pyrazol-4-yl]pyrazolo[1,5-a]pyrimidine-3-carboxamide